(2S)-ethyl 2-[4-chloro-2-(4-butoxy-4,5-dihydroisoxazol-3-yl) phenoxy]-3-methylbutyrate ClC1=CC(=C(O[C@H](C(=O)OCC)C(C)C)C=C1)C1=NOCC1OCCCC